benzyl (2R,3S,5S)-5-(acetoxymethyl)-2-(((tert-butyldimethylsilyl)oxy)methyl)-3-(N-(4-methoxybenzyl)methylsulfonamido)pyrrolidine-1-carboxylate C(C)(=O)OC[C@@H]1C[C@@H]([C@@H](N1C(=O)OCC1=CC=CC=C1)CO[Si](C)(C)C(C)(C)C)N(S(=O)(=O)C)CC1=CC=C(C=C1)OC